2-(4-(benzo[d]thiazol-2-ylmethyl)piperazin-1-yl)-5-(ethylamino)-4-isobutylbenzonitrile S1C(=NC2=C1C=CC=C2)CN2CCN(CC2)C2=C(C#N)C=C(C(=C2)CC(C)C)NCC